5-(2-chloropyridin-4-yloxy)-4-(6-methylpyridin-2-yl)-2-(trifluoromethyl)thiazole ClC1=NC=CC(=C1)OC1=C(N=C(S1)C(F)(F)F)C1=NC(=CC=C1)C